[N+](=[N-])=C(C(=O)OC)C(CCC(C)C)=O methyl 2-diazo-6-methyl-3-oxoheptanoate